N-((1-(4-(5-(trifluoromethyl)-1,2,4-oxadiazol-3-yl)phenyl)-1H-imidazol-4-yl)methyl)methanesulfonamide FC(C1=NC(=NO1)C1=CC=C(C=C1)N1C=NC(=C1)CNS(=O)(=O)C)(F)F